NC1=C2N=CN(C2=NC(=N1)Cl)[C@H]1[C@H]([C@@H]([C@H](O1)COC(C(=O)O)(C(=O)O)CC1=CC(=CC=C1)C(F)(F)F)O)F 2-(((2R,3R,4S,5R)-5-(6-amino-2-chloro-9H-purin-9-yl)-4-fluoro-3-hydroxytetrahydrofuran-2-yl)methoxy)-2-(3-(trifluoromethyl)benzyl)malonic acid